C(C)(C)(C)OC(=O)N1[C@H]([C@H](CC1)C(N(C)C)=O)C.FC(C(=O)N[C@@H](C)C1=CC=C(C=C1)C=O)(F)F 2,2,2-trifluoro-N-[(1S)-1-(4-formylphenyl)ethyl]acetamide tert-Butyl-(2S,3S)-3-(dimethylcarbamoyl)-2-methylpyrrolidine-1-carboxylate